O1C(OCC1)C1=CC=C(C=C1)NC(=O)C=1N(C=C(C1)NC(CCN)=O)C N-(4-(1,3-dioxolan-2-yl)phenyl)-4-(3-aminopropionamido)-1-methyl-1H-pyrrole-2-carboxamide